CCCCC/C=C\\C/C=C\\C/C=C\\C/C=C\\CCCCCC(=O)SCCNC(=O)CCNC(=O)[C@@H](C(C)(C)COP(=O)(O)OP(=O)(O)OC[C@@H]1[C@H]([C@H]([C@@H](O1)N2C=NC3=C(N=CN=C32)N)O)OP(=O)(O)O)O The molecule is an unsaturated fatty acyl-CoA that results from the formal condensation of the thiol group of coenzyme A with the carboxy group of (7Z,10Z,13Z,16Z)-docosatetraenoic acid. It is a member of the n-6 PUFA and is the product of linoleic acid metabolism. It is an unsaturated fatty acyl-CoA and a long-chain fatty acyl-CoA. It derives from an all-cis-docosa-7,10,13,16-tetraenoic acid. It is a conjugate acid of a (7Z,10Z,13Z,16Z)-docosatetraenoyl-CoA(4-).